ClCC1=CC=C(C=C1)C=1C=NN(C1)C(F)(F)F 4-[4-(chloromethyl)phenyl]-1-(trifluoromethyl)pyrazole